(1r,4r)-4-((4-(2-((2,6-dimethylpyrimidin-4-yl)amino)pyrazolo[1,5-a]pyridin-5-yl)-6-methylpyridin-3-yl)oxy)cyclohexane-1-carbonitrile CC1=NC(=CC(=N1)NC1=NN2C(C=C(C=C2)C2=C(C=NC(=C2)C)OC2CCC(CC2)C#N)=C1)C